3-(5-((1-ethylazepan-2-yl)methoxy)-1-oxoisoindolin-2-yl)piperidine-2,6-dione C(C)N1C(CCCCC1)COC=1C=C2CN(C(C2=CC1)=O)C1C(NC(CC1)=O)=O